CC1CC(CCC1)O 3-methylcyclohexanol